C(#N)C1=CC=C(C2=C1CCO2)N2C(=C(CC1=C(N=CC(=C21)C)OC(C)C)C(=O)O)C 4-Cyano-2,3-dihydrobenzofuran-7-yl-5-isopropoxy-2,8-dimethyl-1,4-dihydro-1,6-naphthyridine-3-carboxylic acid